2-(5-(2-(benzyloxy)ethoxy)-6-(4,4-difluoropiperidin-1-yl)pyridin-2-yl)-5-(4-iodo-2-(6-azaspiro[2.5]octan-6-yl)phenyl)-1,3,4-oxadiazole C(C1=CC=CC=C1)OCCOC=1C=CC(=NC1N1CCC(CC1)(F)F)C=1OC(=NN1)C1=C(C=C(C=C1)I)N1CCC2(CC2)CC1